N-methoxy-N-methyl-1-(oxan-2-yl)indazole-4-carboxamide CON(C(=O)C=1C=2C=NN(C2C=CC1)C1OCCCC1)C